COC(=O)N(C1CCN(CC1)C(=O)OC(C)(C)C)CC(F)(F)F tert-Butyl 4-[(methoxycarbonyl)(2,2,2-trifluoroethyl)amino]piperidine-1-carboxylate